FC1=CC=CC=2C3=C(N=C(C12)N1CCCC2=C(C=CC=C12)C#CC(C)(O)C)N=NN3C 4-(1-(6-fluoro-1-methyl-1H-[1,2,3]triazolo[4,5-c]isoquinolin-5-yl)-1,2,3,4-tetrahydroquinolin-5-yl)-2-methylbut-3-yn-2-ol